ClC=1C=C(C=CC1F)NC(N(CC1=NNC=2CCC(CC12)C(F)(F)F)C=1C=NC(=CC1)OC)=O 3-(3-chloro-4-fluorophenyl)-1-(6-methoxypyridin-3-yl)-1-((5-(trifluoromethyl)-4,5,6,7-tetrahydro-1H-indazol-3-yl)methyl)urea